ClC=1C(=CC2=C(N=C3C(NC(N=C3N2CCOCC(C)C)=O)=O)C1)CC 7-chloro-8-ethyl-10-(2-isobutoxyethyl)benzo[g]pteridine-2,4(3H,10H)-dione